FC1=CC(=C(C(=O)NC2=NC(=CC=C2)C2=NN=CN2C(C)C)C=C1)[N+](=O)[O-] 4-fluoro-N-(6-(4-isopropyl-4H-1,2,4-triazol-3-yl)pyridin-2-yl)-2-nitrobenzamide